C(CC)OC(=O)C1(CCC(CC1)=O)NC(CC1=C(C=C(C=C1C)Cl)C)=O 1-[[2-(4-chloro-2,6-dimethyl-phenyl)acetyl]amino]-4-oxo-cyclohexanecarboxylic acid propyl ester